CC(CCCCCCCCCC=CCCCCCCCCCCCCCCCCCCC)CCCCCCCCCCC 31-Methyl-20-dotetracontene